FC1=C(C=CC(=C1)C=O)C=1C=NC(=NC1)C1=NOC(=C1)C(=O)NCC1=NC(=NN1)C(C(F)(F)F)(C)C 3-[5-(2-fluoro-4-formyl-phenyl)pyrimidin-2-yl]-N-[[3-(2,2,2-trifluoro-1,1-dimethyl-ethyl)-1H-1,2,4-triazol-5-yl]methyl]isoxazole-5-carboxamide